COC1=CC2=C(C(=C(O2)C(=O)C2=CC=CC=C2)C)C=C1 (6-methoxy-3-methylbenzofuran-2-yl)(phenyl)methanone